8-methoxy-9-(2-methyl-2H-tetrazol-5-yl)-1-propyl-5,6-dihydroimidazo[5,1-a]isoquinoline-3-carboxylic acid COC=1C=C2CCN3C(C2=CC1C=1N=NN(N1)C)=C(N=C3C(=O)O)CCC